CC1=C(C(=CC=C1)C)NC1=NN(C2=NC(=NC=C21)NC2=CC=C1CCN(CC1=C2)C(COC2CCN(CC2)C(=O)OC(C)(C)C)=O)C tert-Butyl 4-(2-(7-((3-((2,6-dimethylphenyl)amino)-1-methyl-1H-pyrazolo[3,4-d]pyrimidin-6-yl)amino)-3,4-dihydroisoquinolin-2(1H)-yl)-2-oxoethoxy)piperidine-1-carboxylate